COC1=C(C=C2C=CC(=NC2=C1)C)C1=CN=C(N1)[C@H](CCCCCC(=O)C=1OC=CN1)NC(=O)C1OCC(OC1)C1=CC=CC=C1 N-[(1S)-1-[5-(7-methoxy-2-methylquinolin-6-yl)-1H-imidazol-2-yl]-7-(1,3-oxazol-2-yl)-7-oxoheptyl]-5-phenyl-1,4-dioxane-2-carboxamide